(R)-(4-(4-((1-(4-(tert-butyl)phenyl)ethyl)(methyl)amino)-7H-pyrrolo[2,3-d]pyrimidin-6-yl)phenyl)methanol C(C)(C)(C)C1=CC=C(C=C1)[C@@H](C)N(C=1C2=C(N=CN1)NC(=C2)C2=CC=C(C=C2)CO)C